ClC=1C=CC(=NC1)C1=CC=C(CN2CCN(CC2)CC=2C=C3CNC(C3=CC2)=O)C=C1 5-((4-(4-(5-chloropyridin-2-yl)benzyl)piperazin-1-yl)methyl)-1-oxoisoindoline